COCC1(CC1)C(=O)N1[C@H]2CN([C@H](C1)C2)C2=NC(=NC=C2C#N)C=2C=NN(C2)C 4-[(1S,4R)-5-{[1-(methoxymethyl)cyclopropyl]carbonyl}-2,5-diazabicyclo[2.2.1]hept-2-yl]-2-(1-methyl-1H-pyrazol-4-yl)pyrimidine-5-carbonitrile